ethyl 3-(oxan-4-yl)-3-oxopropanoate O1CCC(CC1)C(CC(=O)OCC)=O